C(CC(CCCCCCCC)=O)=O undecane-1,3-dione